N[C@H](C(=O)O)CC1=C(C(=CC(=C1)C(F)(F)F)B(O)O)O (2S)-2-amino-3-[3-(dihydroxyboranyl)-2-hydroxy-5-(trifluoromethyl)phenyl]propanoic acid